[K+].O=C1C=CC=CC=C1OCCCCS(=O)(=O)[O-] 4-((7-oxo-1,3,5-cycloheptatrien-1-yl)oxy)butane-1-sulfonic acid potassium salt